indium tin-bismuth tin [Sn].[Bi].[Sn].[In]